3-hydroxy-2,2-dimethylpropyl-3-hydroxy-2,2-dimethyl-propionate OCC(COC(C(CO)(C)C)=O)(C)C